C(C(=O)OCCCCCCCCC)(=O)OCC(C)C Oxalic acid, isobutyl nonyl ester